2-methyl-N-((S)-2-oxa-8-azaspiro[4.5]decan-4-yl)propane-2-sulfinamide ethyl-(3-benzoyl-2,4,6-trimethylbenzoyl)(phenyl)phosphinate C(C)OP(=O)(C1=CC=CC=C1)C(C1=C(C(=C(C=C1C)C)C(C1=CC=CC=C1)=O)C)=O.CC(C)(C)S(=O)N[C@@H]1COCC12CCNCC2